ethyl 5-amino-4-bromopyrazolo[1,5-a]pyridine-3-carboxylate NC1=C(C=2N(C=C1)N=CC2C(=O)OCC)Br